N-[3-[[8-(benzylamino)-3-isopropyl-[1,2,4]triazolo[4,3-b]pyridazin-6-yl]amino]propyl]acetamide C(C1=CC=CC=C1)NC=1C=2N(N=C(C1)NCCCNC(C)=O)C(=NN2)C(C)C